5-trimethylstannyl-isoquinoline C[Sn](C1=C2C=CN=CC2=CC=C1)(C)C